p-hydroxybenzylsulfonium OC1=CC=C(C[SH2+])C=C1